4-[(2-hydroxy-1-naphthyl)azo]benzenesulphonate OC1=C(C2=CC=CC=C2C=C1)N=NC1=CC=C(C=C1)S(=O)(=O)[O-]